N2-(3,5-dichlorophenyl)-N4-pentylquinazoline-2,4-diamine ClC=1C=C(C=C(C1)Cl)NC1=NC2=CC=CC=C2C(=N1)NCCCCC